NC=1N=C(SC1C(C1=CC(=C(C=C1)Cl)Cl)=O)N(C1=CC=C(C=C1)F)C(C(=O)N)C (N-[4-Amino-5-(3,4-dichlorobenzoyl)thiazol-2-yl]-4-fluoroanilino)propanamid